fluorosulphonate trifluoromethyl-silicate FC(F)(F)O[Si](O)(O)O.FS(=O)(=O)O